methyl-3-bromo-4-fluorobenzaldehyde 2-fluoro-5-formylbenzoate FC1=C(C(=O)O)C=C(C=C1)C=O.CC1=C(C=O)C=CC(=C1Br)F